sodium aminocaprylate NC(C(=O)[O-])CCCCCC.[Na+]